C(C)(C)(C)OC(=O)[C@@H]1N[C@H]([C@@]([C@@H]1C1=C(C=CC=C1)Cl)(C1=C(C=C(C=C1)Cl)F)CN)CC(C)(C)C (2R,3R,4S,5S)-4-(aminomethyl)-4-(4-chloro-2-fluorophenyl)-3-(2-chlorophenyl)-5-neopentylpyrrolidine-2-carboxylic acid tert-butyl ester